OCC(CCN1C=2N=C(NC(C2N=C1)=O)N)CO 9-[4-hydroxy-3-(hydroxy-methyl)butyl]guanine